4-(4-((dimethylamino)methyl)-3-phenyl-1H-pyrazol-1-yl)-5-methylpyrimidine CN(C)CC=1C(=NN(C1)C1=NC=NC=C1C)C1=CC=CC=C1